ClC=1C=C(C=NC1N1N=CC(=N1)C)NC(=O)C=1C=NN(C1C(F)(F)F)C1=C2C=CC=NC2=CC=C1 N-(5-Chloro-6-(4-methyl-2H-1,2,3-triazol-2-yl)pyridin-3-yl)-1-(chinolin-5-yl)-5-(trifluoromethyl)-1H-pyrazol-4-carboxamid